C(C)(C)(C)OC(=O)N1C[C@@H]([C@H](C1)NC1=NC=CC(=N1)C1=CN=C2N1C=CC(=C2)OC(C)C)F (3S,4S)-3-fluoro-4-[[4-(7-isopropoxyimidazo[1,2-a]pyridin-3-yl)pyrimidin-2-yl]amino]pyrrolidine-1-carboxylic acid tert-butyl ester